tert-Butyl 7-((3-(1-(2-ethoxy-2-oxoethyl)-1H-1,2,3-triazol-4-yl)-1-((2-(trimethylsilyl)ethoxy)methyl)-1H-pyrrolo[2,3-b]pyridin-4-yl)oxy)-3,4-dihydroisoquinoline-2(1H)-carboxylate C(C)OC(CN1N=NC(=C1)C1=CN(C2=NC=CC(=C21)OC2=CC=C1CCN(CC1=C2)C(=O)OC(C)(C)C)COCC[Si](C)(C)C)=O